(R)-2-(2-(3-((6-(2-hydroxy-4-(trifluoromethyl)phenyl)-5-methylpyridazin-3-yl)amino)piperidin-1-yl)ethyl)isoindoline-1,3-dione OC1=C(C=CC(=C1)C(F)(F)F)C1=C(C=C(N=N1)N[C@H]1CN(CCC1)CCN1C(C2=CC=CC=C2C1=O)=O)C